7-[3-(3-cyclopropylpiperazin-1-yl)-1,2,4-triazin-6-yl]-4-(1-tetrahydropyran-2-ylpyrazol-4-yl)-1,3-benzothiazole C1(CC1)C1CN(CCN1)C=1N=NC(=CN1)C1=CC=C(C=2N=CSC21)C=2C=NN(C2)C2OCCCC2